((S)-1-acryloyl-4-(2-(((2S,4R)-4-methoxy-1-methylpyrrolidin-2-yl)methoxy)-7-(naphthalen-1-yl)-5,6,7,8-tetrahydropyrido[3,4-d]pyrimidin-4-yl)piperazin-2-yl)acetonitrile C(C=C)(=O)N1[C@H](CN(CC1)C=1C2=C(N=C(N1)OC[C@H]1N(C[C@@H](C1)OC)C)CN(CC2)C2=CC=CC1=CC=CC=C21)CC#N